C1(CC1)NC(C1=C(C=C(C=C1OC)C1=CN=C2N1C=CC(=C2)OCCN2CC(OCC2)C2CC2)OC(F)F)=O N-cyclopropyl-4-[7-[2-(2-cyclopropylmorpholin-4-yl)ethoxy]imidazo[1,2-a]pyridin-3-yl]-2-(difluoromethoxy)-6-methoxy-benzamide